2-(2-carboxyethoxy)-N,N,N-trimethylethan-1-aminium chloride [Cl-].C(=O)(O)CCOCC[N+](C)(C)C